N1C(SC2=C1C1=CC=CC=C1C=C2)=S Naphtho[1,2-d]thiazole-2(1H)-thione